(4,5-dimethylthiazol-2-yl)(naphthalen-1-yl)methyl-6-bromo-2-oxo-2H-chromene-3-carboxylic acid methyl ester COC(=O)C=1C(OC2=CC=C(C(=C2C1CC1=CC=CC2=CC=CC=C12)C=1SC(=C(N1)C)C)Br)=O